C(C#C)(=O)OCCCCCCOC(C#C)=O hexane-1,6-diyl dipropiolate